(S)-(7-((4-(ethylamino)-3-(trifluoromethyl)-1H-pyrrolo[2,3-b]pyridin-6-yl)amino)-2,3-dihydrobenzofuran-4-yl)(3-morpholinopyrrolidin-1-yl)methanone C(C)NC1=C2C(=NC(=C1)NC1=CC=C(C=3CCOC31)C(=O)N3C[C@H](CC3)N3CCOCC3)NC=C2C(F)(F)F